rac-Methyl 4-(morpholin-2-yl)benzoate N1C[C@H](OCC1)C1=CC=C(C(=O)OC)C=C1 |r|